O=C1NC(CC[C@@H]1C1=C(C=C(OC2CN(C2)C(=O)OC(C)(C)C)C=C1F)F)=O tert-butyl (R)-3-(4-(2,6-dioxopiperidin-3-yl)-3,5-difluorophenoxy)azetidine-1-carboxylate